1-(2,3-Dihydrobenzo[b][1,4]dioxin-6-yl)-4-(3-(trifluoromethyl)phenyl)butane-1,4-dione O1C2=C(OCC1)C=C(C=C2)C(CCC(=O)C2=CC(=CC=C2)C(F)(F)F)=O